CC1(O[C@H]2[C@@H](O1)O[C@@H](C2)[C@@H]2OC2)C (3aR,5S,6aR)-2,2-Dimethyl-5-((R)-oxiran-2-yl)tetrahydrofuro[2,3-d][1,3]dioxole